COC(=O)C1=C(C(=CC2=C1OCC(N2CC2=CC=C(C=C2)OC)=O)[N+](=O)[O-])F 7-Fluoro-4-(4-methoxybenzyl)-6-nitro-3-oxo-3,4-dihydro-2H-benzo[b][1,4]oxazine-8-carboxylic acid methyl ester